Cl.NCCCCCCCCCCCCNC1=C2C(N(C(C2=CC=C1)=O)C1C(NC(CC1)=O)=O)=O ((12-aminododecyl)amino)-2-(2,6-dioxopiperidin-3-yl)isoindoline-1,3-dione hydrochloride